N[Ge] aminogermanium